BrC(=C)C1(OCCO1)C 2-(1-bromoethenyl)-2-methyl-1,3-dioxolane